N1N=CC=C1S(=O)(=O)Cl pyrazole-5-sulfonyl chloride